C(#N)C1=CC=C(C2=C1CCO2)C2C(=C(NC1=C(C=NC(=C21)OC2CC2)C)C)C(=O)[O-] 4-(4-cyano-2,3-dihydrobenzofuran-7-yl)-5-cyclopropoxy-2,8-dimethyl-1,4-dihydro-1,6-naphthyridine-3-carboxylate